CC(CC)(C)OCCCCCCCCCCCC n-dodecyl 1,1-dimethyl-propyl ether